COC(=O)[C@H]1NC[C@H](C1)CC(=O)OC(C)(C)C (2s,4r)-4-(2-(tert-butoxy)-2-oxoethyl)pyrrolidine-2-carboxylic acid methyl ester